(2R)-4-(ethenesulfonyl)-1-{[3-fluoro-4-(trifluoromethoxy)phenyl]methyl}-2-[(prop-2-yn-1-yloxy)methyl]piperazine C(=C)S(=O)(=O)N1C[C@@H](N(CC1)CC1=CC(=C(C=C1)OC(F)(F)F)F)COCC#C